BrC1=CC2=C(N=C(S2)N2CCC(CC2)CO)C=C1C(=O)OC methyl 6-bromo-2-[4-(hydroxymethyl)-1-piperidyl]-1,3-benzothiazole-5-carboxylate